CC(C)(C)S(=O)NC(C)C=1N=CN(C1)C 2-methyl-N-(1-(1-methyl-1H-imidazol-4-yl)ethyl)propane-2-sulfinamide